8-[1-(3-methyl-1,2,4-oxadiazol-5-yl)azepin-4-yl]-2,8-diazaspiro[4.5]decan-3-one CC1=NOC(=N1)N1C=CC(=CC=C1)N1CCC2(CC(NC2)=O)CC1